C(C)(C)S(=O)[O-].[Zn+2].C(C)(C)S(=O)[O-] zinc isopropyl-sulfinate